CC1=C(N)C(=CC=C1C1=NNC=C1)C 2,6-Dimethyl-3-(1H-pyrazol-3-yl)aniline